N1(CCC1)S(=O)(=O)OCC(=O)NC=1SC(=C(N1)C)CC1=CC=C(C=C1)C 2-((4-methyl-5-(4-methylbenzyl)thiazol-2-yl)amino)-2-oxoethyl azetidine-1-sulfonate